C(C=C)(=O)N1CCC(CC1)(C#N)C1=CC=C(C=C1)[C@H](C)NC=1N=CC2=C(N1)N(C(C=C2)=O)C(C)C 1-acryloyl-4-{4-[(1S)-1-{[7-oxo-8-(propan-2-yl)-7,8-dihydropyrido[2,3-d]pyrimidin-2-yl]amino}ethyl]phenyl}piperidine-4-carbonitrile